Cl.Cl.CN(C(C1=CC=CC=C1)=O)C N,N-dimethylbenzamide diHydrochloride